(4-((3,5-difluoro-4-(4-(trifluoromethyl)piperidin-1-yl)phenyl)amino)benzyl)-5-oxopyrrolidine-3-carboxamide FC=1C=C(C=C(C1N1CCC(CC1)C(F)(F)F)F)NC1=CC=C(CN2CC(CC2=O)C(=O)N)C=C1